FC=1C=C(C=CC1F)NC1CC2=C(N(N=C2CC1)C1=NC=CC=C1)O 5-(3,4-Difluorophenylamino)-2-(pyridin-2-yl)-4,5,6,7-tetrahydro-2H-indazol-3-ol